C(=O)([O-])C(O)C(O)C(=O)[O-].[K+].[Na+] Natrium kalium tartrat